5,10,15-tris(4-aminophenyl)-20-phenylporphyrin zinc [Zn].NC1=CC=C(C=C1)C=1C2=CC=C(N2)C(=C2C=CC(C(=C3C=CC(=C(C=4C=CC1N4)C4=CC=C(C=C4)N)N3)C3=CC=C(C=C3)N)=N2)C2=CC=CC=C2